(5S)-3-methyl-1'-(6-methyl-7-phenyl-pyrazolo[1,5-a]pyrazin-4-yl)spiro[5,7-dihydrocyclopenta[c]pyridine-6,4'-piperidine]-5-amine hydrochloride Cl.CC1=CC2=C(C=N1)CC1(CCN(CC1)C=1C=3N(C(=C(N1)C)C1=CC=CC=C1)N=CC3)[C@@H]2N